ethyl 3-(4-methylphenylsulfonylamino)-3-bromopropionate CC1=CC=C(C=C1)S(=O)(=O)NC(CC(=O)OCC)Br